2-(11-acetyl-3-methyl-5,7-dihydro-9H-pyrimido[5',4':5,6]oxepino[4,3-f]indazol-9-yl)acetic acid C(C)(=O)C1=NN(C=2C=C3C(=CC12)C1=C(COC3)N=C(N=C1)C)CC(=O)O